2-(2,6-dimethylphenyl)-6-methoxy-3,4-dihydroisoquinolin-1-one CC1=C(C(=CC=C1)C)N1C(C2=CC=C(C=C2CC1)OC)=O